C(CC(O)(C(=O)O)CC(=O)O)(=O)O.B(O)(O)O.N[C@@H](CC(C)C)C(=O)O leucine borate citrate